C12(C(CCC(C1(C)C)C2)C)C=2C(=C(C=CC2)[SH+]C2=CC=CC=C2)C21C(CCC(C2(C)C)C1)C di-pinanylphenyl-phenylsulfonium